1-[6-(4-chloroanilino)-2-(2-hydroxy-2-methyl-propoxy)-5-nitro-pyrimidin-4-yl]-4-methyl-piperidine-4-carboxylic acid ClC1=CC=C(NC2=C(C(=NC(=N2)OCC(C)(C)O)N2CCC(CC2)(C(=O)O)C)[N+](=O)[O-])C=C1